2-(3-methoxyphenyl)benzimidazole COC=1C=C(C=CC1)C=1NC2=C(N1)C=CC=C2